tert-Butyl ((2-(((3R*,4R*)-4-(3-hydroxypropyl)tetrahydrofuran-3-yl)oxy)-4-methylphenyl)sulfonyl)-L-prolinate OCCC[C@H]1[C@H](COC1)OC1=C(C=CC(=C1)C)S(=O)(=O)N1[C@@H](CCC1)C(=O)OC(C)(C)C |o1:4,5|